CN[C@H](CC1=CNC2=CC=CC=C12)C(=O)O methyl-D-tryptophan